C1(CC1)NC1(CCCC1)CC1=C(C(=O)N)C=CC(=C1)C#CC1=CC=C(C=C1)F ((1-(cyclopropylamino)cyclopentyl)methyl)-4-((4-fluorophenyl)ethynyl)benzamide